The molecule is an N-acylglycinate resulting from the deprotonation of the carboxy group of N-oleoylglycine. It is believed to be an intermediate in oleamide biosynthesis. The major species at pH 7.3. It is a N-acylglycinate and a N-(fatty acyl)-glycine(1-). It is a conjugate base of a N-oleoylglycine. CCCCCCCC/C=C\\CCCCCCCC(=O)NCC(=O)[O-]